BrCC1=CC(=NN1C1=CC=CC=C1)C1=CC(=CC=C1)Cl 5-(bromomethyl)-3-(3-chlorophenyl)-1-phenyl-1H-pyrazole